FC=1C=C(C=C(C1)F)C=1SC=C(N1)CCS(=O)(=O)CCCCO 4-({2-[2-(3,5-difluorophenyl)-1,3-thiazol-4-yl]ethyl}sulfonyl)-1-butanol